N-(3-(imidazo[4,5-d]pyrrolo[2,3-b]pyridin-1(6H)-yl)bicyclo[1.1.1]pentan-1-yl)ethanesulfonamide N1(C=NC=2C1=C1C(=NC2)NC=C1)C12CC(C1)(C2)NS(=O)(=O)CC